P(=O)(OC(CCCCCCCCCCCCCCCCC)C(C)(C)C)([O-])[O-] tert-butyloctadecyl phosphate